ClC1=NC=C2C=C(N=C(C2=C1)N1CCCCC1)C 7-chloro-3-methyl-1-(piperidin-1-yl)-2,6-naphthyridine